BrC1=CC=C(C=2CCCOC12)S(=O)(=O)N[C@H](C(F)(F)F)C (S)-8-bromo-N-(1,1,1-trifluoropropan-2-yl)chroman-5-sulfonamide